NC(COCCN1N=C2C=C(C(=CC2=C1)C1(SC=C(N1)C(=O)N)Br)C1=CC=C(C=C1)F)=O 2-(2-(2-(2-amino-2-oxoethoxy)ethyl)-6-(4-fluorophenyl)-2H-indazol-5-yl)-2-bromothiazole-4-carboxamide